C(CCC)C=1C=C2C=CC3=CC(=CC4=CC=C(C1)C2=C43)CCCC bis-butylpyrene